(S)-3-(5-(4-((1-(2-Fluoro-4-((3R,4R)-7-hydroxy-3-(tetrahydro-2H-pyran-4-yl)chroman-4-yl)phenyl)piperidin-4-yl)methyl)piperazin-1-yl)-1-oxoisoindolin-2-yl)piperidine-2,6-dione FC1=C(C=CC(=C1)[C@H]1[C@H](COC2=CC(=CC=C12)O)C1CCOCC1)N1CCC(CC1)CN1CCN(CC1)C=1C=C2CN(C(C2=CC1)=O)[C@@H]1C(NC(CC1)=O)=O